(R)-3-(3-aminospiro[indolin-2,4'-piperidin]-1'-yl)-6-((2,3-dichloropyridin-4-yl)thio)pyrazin-2(1H)-one N[C@@H]1C2=CC=CC=C2NC12CCN(CC2)C=2C(NC(=CN2)SC2=C(C(=NC=C2)Cl)Cl)=O